FC(S(=O)(=O)OC1=C(C(=CC(=C1)N1CCC(CC1)NC(=O)OC(C)(C)C)OC)C1=CC(=C(C=C1)OC)OCC1=CC=CC=C1)(F)F 3'-(benzyloxy)-4-(4-((tert-butoxycarbonyl)amino)piperidin-1-yl)-4',6-dimethoxy-[1,1'-biphenyl]-2-yl trifluoromethanesulfonate